N-(6-(4-((1,2,3,4-tetrahydroisoquinolin-7-yl)oxy)-1H-pyrrolo[2,3-b]pyridin-3-yl)pyrimidin-4-yl)benzamide C1NCCC2=CC=C(C=C12)OC1=C2C(=NC=C1)NC=C2C2=CC(=NC=N2)NC(C2=CC=CC=C2)=O